5-(2-((3-(benzyloxy)-3-phenylpropyl)sulfinyl)-6-(2-fluorophenyl)pyrimidin-4-yl)-1-(3,4-dimethoxybenzyl)pyridin-2(1H)-one C(C1=CC=CC=C1)OC(CCS(=O)C1=NC(=CC(=N1)C=1C=CC(N(C1)CC1=CC(=C(C=C1)OC)OC)=O)C1=C(C=CC=C1)F)C1=CC=CC=C1